5-chloro-2-iodo-thieno[2,3-b]pyridine-3-carbonitrile ClC=1C=C2C(=NC1)SC(=C2C#N)I